7-(cyclopropylmethyl)-3-methyl-1H-purine-2,6-dione C1(CC1)CN1C=NC=2N(C(NC(C12)=O)=O)C